N-(4-(N-(2-hydroxy-1-(piperidin-4-yl)ethyl)sulfamoyl)-2-methylphenyl)-2-methylbenzamide OCC(C1CCNCC1)NS(=O)(=O)C1=CC(=C(C=C1)NC(C1=C(C=CC=C1)C)=O)C